CN1C=NC2=C(C1=O)C(=NC=C2C2=CC=C(C=C2)C(F)(F)F)NC[C@]2(C(NCC2)=O)C (S)-3-methyl-5-(((3-methyl-2-oxopyrrolidin-3-yl)methyl)amino)-8-(4-(trifluoromethyl)phenyl)pyrido[4,3-d]pyrimidin-4(3H)-one